BrC1=C(C=CC=C1)NC(CN1C=NC2=CC=C(C=C2C1=O)[N+](=O)[O-])=O N-(2-bromophenyl)-2-(6-nitro-4-oxoquinazolin-3(4H)-yl)acetamide